FC(C(=O)O)(F)F.FC(C(=O)O)(F)F.O1CCN(CC1)CC(=O)NC1(CCNCC1)CC1=NC=CC=C1 2-morpholino-N-(4-(pyridin-2-ylmethyl)piperidin-4-yl)acetamide bis(2,2,2-trifluoroacetate)